amidosulfonate tert-butyl-3-((2-methyl-6-(methylcarbamoyl)pyridin-3-yl)amino)azetidine-1-carboxylate C(C)(C)(C)OC(=O)N1CC(C1)NC=1C(=NC(=CC1)C(NC)=O)C.NS(=O)(=O)O